methyl 3-(hydroxymethyl)-2,2-dimethylcyclopropane-1-carboxylate OCC1C(C1C(=O)OC)(C)C